N1=CC(=CC=C1)C1=CC=2C=NC(=CC2N1)NC(=O)C1CC1 N-(2-(pyridin-3-yl)-1H-pyrrolo[3,2-c]pyridin-6-yl)cyclopropanecarboxamide